C(C)(C)(C)OC(=O)N1[C@@H](C[C@H](C1)OC)C(=O)O (2s,4r)-4-methoxy-pyrrolidine-1,2-dicarboxylic acid 1-tert-butyl ester